5-methyloxthiolane 2,2-dioxide CC1CCS(O1)(=O)=O